4-(N-cyclobutylsulfamoyl)butanoic acid C1(CCC1)NS(=O)(=O)CCCC(=O)O